methyl 4-((diethoxyphosphoryl) methyl)-5-methoxypyridineformate C(C)OP(=O)(OCC)CC1=CC(=NC=C1OC)C(=O)OC